ClC1=C(C=C(C2=CN(N=C12)C)C1=CC(=C(CN2C(C3=NC=CC=C3C2=O)([2H])[2H])C(=C1)F)F)F 6-(4-(7-chloro-6-fluoro-2-methyl-2H-indazol-4-yl)-2,6-difluorobenzyl)-6,7-dihydro-5H-pyrrolo[3,4-b]pyridin-5-one-7,7-d2